5-(bicyclo[4.2.0]octa-1,3,5-trien-3-yl)-1-(2-((1R,3S,4S)-3-((6-methylpyridin-2-yl)carbamoyl)-2-azabicyclo[2.2.1]heptan-2-yl)-2-oxoethyl)-1H-indole-3-carboxamide C12=CC(=CC=C2CC1)C=1C=C2C(=CN(C2=CC1)CC(=O)N1[C@@H]2CC[C@H]([C@H]1C(NC1=NC(=CC=C1)C)=O)C2)C(=O)N